1-(1-Methyl-6-(piperazin-1-yl)-1H-indazol-3-yl)dihydropyrimidine-2,4(1H,3H)-dione CN1N=C(C2=CC=C(C=C12)N1CCNCC1)N1C(NC(CC1)=O)=O